COC(/C(=N/OC)/C1=C(C=CC=C1)CCl)=O (E)-2-(2-chloromethylphenyl)-2-methoxyiminoacetic acid methyl ester